C(C)(C)(C)C=1C=C(C=CC1)[C@H](C)NC(=O)C1=C(C=C2C(=CN(C2=C1)CC(C)C)CC=1C=C(OC(C(=O)OC)(C)C)C=CC1)F methyl (S)-2-(3-((6-((1-(3-(tert-butyl)phenyl)ethyl) carbamoyl)-5-fluoro-1-isobutyl-1H-indol-3-yl)methyl) phenoxy)-2-methylpropanoate